Cl.C(C1=CC=CC=C1)NC=1C=2N(N=C(C1)SC1CCNCC1)C(=CN2)C2CC2 N-benzyl-3-cyclopropyl-6-(piperidin-4-ylthio)imidazo[1,2-b]pyridazin-8-amine hydrochloride